(2-nitrophenyl)-1H-1,2,4-triazole [N+](=O)([O-])C1=C(C=CC=C1)N1N=CN=C1